N-[(1r,3s)-3-[[6-chloro-2-(trifluoromethyl)-4-quinolinyl]amino]cyclohexyl]-3-cyano-1H-pyrazole-4-carboxamide ClC=1C=C2C(=CC(=NC2=CC1)C(F)(F)F)N[C@@H]1C[C@@H](CCC1)NC(=O)C=1C(=NNC1)C#N